N1(CCCCCCCC1)/C(=C(\C(=O)[O-])/C(F)(F)F)/F (Z)-3-(1-azonanyl)-3-fluoro-2-(trifluoromethyl)acrylate